C1CC12CCN(CC2)C=2C=C(C=CC2N2N=NC(=C2)C2=NC(=NC(=C2)OC)N2[C@@H](COC[C@@H]2C)C)NS(=O)(=O)CCO N-(3-{6-azaspiro[2.5]octane-6-yl}-4-(4-{2-[(3R,5S)-3,5-dimethylmorpholine-4-yl]-6-methoxypyrimidin-4-yl}-1H-1,2,3-triazol-1-yl)phenyl)-2-hydroxyethane-1-sulfonamide